FC(OC1=CC2=C(N=C(O2)C=2C(=C(C=CC2)C2=C(C(=CC=C2)C=2OC3=C(N2)C=C(C(=C3)OC(F)F)CN(C)C)C)C)C=C1CN1[C@@H](CCC1)C(=O)O)F ((6-(difluoromethoxy)-2-(3'-(6-(difluoromethoxy)-5-((dimethylamino)methyl)benzo[d]oxazol-2-yl)-2,2'-dimethyl-[1,1'-biphenyl]-3-yl)benzo[d]oxazol-5-yl)methyl)-L-proline